6-(butoxycarbonylacetyl)amino-3-(2-(1-isopropyl-1H-pyrazol-4-yl)ethyl)amino-1,2,3,4-tetrahydro-9H-carbazole C(CCC)OC(=O)CC(=O)NC=1C=C2C=3CC(CCC3NC2=CC1)NCCC=1C=NN(C1)C(C)C